CC(C1=CC=CC=C1)N (-)-α-methylbenzylamine